FC([C@@H](C1=CC=C(C=C1)F)N1N=CC(=C1)C=1C=C(C(=NC1)F)C1=CC=2N(C=C1)N=C(N2)N2C(=CC=C2C)C)(C)F (R)-7-(5-(1-(2,2-difluoro-1-(4-fluorophenyl)propyl)-1H-pyrazol-4-yl)-2-fluoropyridin-3-yl)-2-(2,5-dimethyl-1H-pyrrol-1-yl)-[1,2,4]triazolo[1,5-a]pyridine